N2-methyl-N4-[(1R)-1-methylpropyl]-5-oxido-N2-(2-tetrahydropyran-4-ylethyl)-6,7-dihydro-thieno[3,2-d]pyrimidin-5-ium-2,4-diamine CN(C=1N=C(C2=C(N1)CC[S+]2[O-])N[C@@H](CC)C)CCC2CCOCC2